CN1N=C(C=C1)N1C(CNCC1)=O 1-(1-methyl-1H-pyrazol-3-yl)piperazin-2-one